C(C)(C)C1(CC1)CC1=C(C=CC=C1)B1OC(C(O1)(C)C)(C)C 2-[2-(1-Isopropyl-cyclopropylmethyl)-phenyl]-4,4,5,5-tetramethyl-[1,3,2]dioxaborolane